(4-hydroxy-7-phenoxyisoquinolin-3-yl)(morpholinyl)-methanone OC1=C(N=CC2=CC(=CC=C12)OC1=CC=CC=C1)C(=O)N1CCOCC1